4-cyclopropyl-4-(trifluoromethyl)pyrrolidine-3-ol hydrochloride Cl.C1(CC1)C1(C(CNC1)O)C(F)(F)F